ClC(C1=NC(=NO1)C1=CC(=C(CP(OCC)(=O)NC2CCCC2)C=C1)F)(F)F ethyl P-(4-(5-(chlorodifluoromethyl)-1,2,4-oxadiazol-3-yl)-2-fluorobenzyl)-N-cyclopentylphosphonamidate